(4-((3-bromo-6-chloro-1H-pyrazolo[4,3-c]pyridin-1-yl)methyl)tetrahydro-2H-pyran-4-yl)methanol BrC1=NN(C2=C1C=NC(=C2)Cl)CC2(CCOCC2)CO